I(=O)(=O)Cl.I(=O)(=O)Cl.C(C1=CC=CC=C1)[N+](C)(C)C benzyltrimethylammonium dichloroiodate